C12CN(CC(CC1)N2)C2=NC(=NC1=C(C(=C(C(=C21)OC)F)C2=CC(=CC1=CC=C(C(=C21)C#C[Si](C(C)C)(C(C)C)C(C)C)F)O)F)OCC2(CC2)CO 4-(4-(3,8-diazabicyclo[3.2.1]octan-3-yl)-6,8-difluoro-2-((1-(hydroxymethyl)cyclopropyl)methoxy)-5-methoxyquinazolin-7-yl)-6-fluoro-5-((triisopropylsilyl)ethynyl)naphthalen-2-ol